C(CCCC)S(=O)(=O)O Pentanesulfonic acid